N(=[N+]=[N-])C(=O)C1(CC2C(CN(C2)C(=O)OCC2=CC=CC=C2)C1)C benzyl 5-(azidocarbonyl)-5-methylhexahydrocyclopenta[c]pyrrole-2(1H)-carboxylate